6-Chloro-3-[[(1R)-1-[3,6-dimethyl-4-oxo-2-(2-pyridyl)chromen-8-yl]ethyl]amino]pyridine-2-carboxamide ClC1=CC=C(C(=N1)C(=O)N)N[C@H](C)C=1C=C(C=C2C(C(=C(OC12)C1=NC=CC=C1)C)=O)C